COC1=CC=C(CN2N=C(C(=C2)[N+](=O)[O-])[N+](=O)[O-])C=C1 1-(4-methoxybenzyl)-3,4-dinitro-1H-pyrazole